[N+](=O)([O-])C1=CC=C(OC(=O)O[C@@H](CCC(=O)OCC2=CC=CC=C2)CCCCCC)C=C1 benzyl (R)-4-(((4-nitrophenoxy)carbonyl)oxy)decanoate